C(CCCC)CC(C)=O pentylacetone